dimethyldiisopropylcyclohexane CC1(CCC(CC1)(C(C)C)C(C)C)C